O[C@@]1(C(N(CC1)C)=O)C1=CC(=NO1)C1=CC(=CC=C1)C1=NC(=NC=C1)SC (R)-3-hydroxy-1-methyl-3-(3-(3-(2-(methylthio)pyrimidin-4-yl)phenyl)isoxazol-5-yl)pyrrolidin-2-one